gamma-glutamyl-4-nitroaniline N[C@@H](CCC(=O)NC1=CC=C(C=C1)[N+](=O)[O-])C(=O)O